1-(4-chlorophenyl)-4,4-dimethyl-2-(4H-1,2,4-triazole-4-yl)-1-pentene ClC1=CC=C(C=C1)C=C(CC(C)(C)C)N1C=NN=C1